Cl.CSC1CNC1 3-(methylthio)azetidine hydrochloride